N-[5-[(4-chlorophenyl)methoxy]-1,3,4-thiadiazol-2-yl]-3-(1,3-dimethylpyrazol-4-yl)pyridine-4-carboxamide ClC1=CC=C(C=C1)COC1=NN=C(S1)NC(=O)C1=C(C=NC=C1)C=1C(=NN(C1)C)C